N[C@]1(CN(CCC1)C(=O)C1=CC2=C(N(C(=N2)C2=CC=3C(=NC(=CC3)N(S(=O)(=O)C)C(F)F)N2CC2CC2)C)C(=C1)OC)[2H] (R)-N-(2-(5-(3-aminopiperidine-1-carbonyl-3-d)-7-methoxy-1-methyl-1H-benzo[d]imidazol-2-yl)-1-(cyclopropylmethyl)-1H-pyrrolo[2,3-b]pyridin-6-yl)-N-(difluoromethyl)methanesulfonamide